1,4-dimethoxyanthracene COC1=CC=C(C2=CC3=CC=CC=C3C=C12)OC